14-hydroxy-tetradecenoic acid OCCCCCCCCCCCC=CC(=O)O